O=C1NC(CCC1N1C(C(CC1=O)NC(OCC1=CC=CC=C1)=O)=O)=O benzyl N-[1-(2,6-dioxo-3-piperidyl)-2,5-dioxo-pyrrolidin-3-yl]carbamate